2-ethoxy-6-trifluoromethyl-thiophenol C(C)OC1=C(C(=CC=C1)C(F)(F)F)S